Cl.C[C@@]1(C(NC(CC1)=O)=O)C1=CC=C(C=C1)NC(C)=O N-(4-((S)-3-methyl-2,6-dioxopiperidin-3-yl)phenyl)acetamide hydrochloride